2-(8-(4-(N-methylcarbamimidoyl)benzoyloxy)-[1,2,4]triazolo[1,5-a]pyridin-5-yl)acetic acid CNC(=N)C1=CC=C(C(=O)OC=2C=3N(C(=CC2)CC(=O)O)N=CN3)C=C1